COC1=CC=C(C=C1)C1C(NC(C(C1)(C)C)(C)C)=O 3-(4-methoxyphenyl)-5,5,6,6-tetramethylpiperidin-2-one